FC(C1=C(C=C(C=C1)B(O)O)F)F 4-(DIFLUOROMETHYL)-3-FLUOROPHENYLBORONIC ACID